COC(=O)C=1N=CC2=CC(=CC=C2C1)NC(C1=C(C=CC(=C1)Cl)O)=O 7-(5-chloro-2-hydroxybenzoylamino)isoquinoline-3-carboxylic acid methyl ester